FC1=CC=C2C=C(NC(C2=C1)=O)CCCN1C2CN(CC1CC2)C2=NC=C(C#N)C=C2 6-(8-(3-(7-fluoro-1-oxo-1,2-dihydroisoquinolin-3-yl)propyl)-3,8-diazabicyclo[3.2.1]octan-3-yl)nicotinonitrile